tert-butyl 2-(2,6-dioxopiperidin-3-yl)-1,3-dioxo-2,8-diazaspiro[4.5]decane-8-carboxylate O=C1NC(CCC1N1C(C2(CC1=O)CCN(CC2)C(=O)OC(C)(C)C)=O)=O